C(C\C=C/CC)OCC=O CIS-3-HEXENYL-OXY-ACETALDEHYDE